CC1=NN2C(C=C(C=C2C(F)(F)F)C(=O)OC)=C1 methyl 2-methyl-7-(trifluoromethyl)pyrazolo[1,5-a]pyridine-5-carboxylate